2-hydroxybenzamidine OC1=C(C(=N)N)C=CC=C1